ClC=1C=C(C=C(C1)S(=O)(=O)C)C1=NN(C=C1C(=O)N)[C@H]1[C@@H](CCCC1)O (3-chloro-5-(methylsulfonyl)phenyl)-1-(trans-2-hydroxycyclohexyl)-1H-pyrazole-4-carboxamide